CN(CCCC(=O)OC(CCCC(=O)OCC(COC(CCC1CCCCC1)=O)(C)COC(CCC1CCCCC1)=O)CCCC(=O)OCC(COC(CCC1CCCCC1)=O)(C)COC(CCC1CCCCC1)=O)C bis(3-((3-cyclohexylpropanoyl)oxy)-2-(((3-cyclohexylpropanoyl)oxy)methyl)-2-methyl propyl) 5-((4-(dimethylamino)butanoyl)oxy)nonanedioate